(S)-N-cyclopropyl-5-(4-(4-(difluoromethyl)pyrazolo[1,5-a]pyridin-2-yl)-1,4,6,7-tetrahydro-5H-imidazo[4,5-c]pyridin-5-yl)pyrazine-2-carboxamide C1(CC1)NC(=O)C1=NC=C(N=C1)N1[C@@H](C2=C(CC1)NC=N2)C2=NN1C(C(=CC=C1)C(F)F)=C2